4-[(1R,2R)-2-(4-phenyl-1,3-oxazol-2-yl)cyclopropyl]benzenesulfonamide C1(=CC=CC=C1)C=1N=C(OC1)[C@H]1[C@@H](C1)C1=CC=C(C=C1)S(=O)(=O)N